FC1=CC2=C(N(C=N2)C2=CC=C(C(=N2)N2N=C(C=C2C)C#N)C(C)O)C=C1N[C@H]1CNC[C@H]1F 1-[6-[5-fluoro-6-[[(3S,4R)-4-fluoropyrrolidin-3-yl]amino]benzimidazol-1-yl]-3-(1-hydroxyethyl)-2-pyridinyl]-5-methyl-pyrazole-3-carbonitrile